beta-hydroxybutyl-coenzyme A OC(CSCCNC(CCNC([C@@H](C(COP(OP(OC[C@@H]1[C@H]([C@H]([C@@H](O1)N1C=NC=2C(N)=NC=NC12)O)OP(=O)(O)O)(=O)O)(=O)O)(C)C)O)=O)=O)CC